4-nitro-1-(1,2,3,4-tetrahydronaphthalen-1-yl)-1H-pyrazole [N+](=O)([O-])C=1C=NN(C1)C1CCCC2=CC=CC=C12